OCCCC=1C(=NC=NC1C)O 5-(3-hydroxypropyl)-6-methylpyrimidin-4-ol